2-((S)-3-carboxybutanoyl)-4,7-difluoro-6-methoxyisoindolin C(=O)(O)[C@H](CC(=O)N1CC2=C(C(=CC(=C2C1)F)OC)F)C